C(#N)CC[N+]1=C2N(C(C(=C1)C1SCCS1)=O)C=CC=C2 1-(2-cyanoethyl)-3-(1,3-dithiolan-2-yl)-4-oxo-4H-pyrido[1,2-a]pyrimidinium